C(C(=C)C)(=O)OC[Si](OCC)(OCC)OCC methacryloyl-oxymethyltriethoxysilane